2-(3,4-dihydro-2H-1-benzopyran-3-yl)-7-fluoro-5-(1,3-oxazol-5-yl)-1H-1,3-benzodiazole O1CC(CC2=C1C=CC=C2)C2=NC1=C(N2)C(=CC(=C1)C1=CN=CO1)F